COC(=O)C1=NC(=C(C=C1)C(F)(F)F)O 6-hydroxy-5-(trifluoromethyl)pyridine-2-carboxylic acid methyl ester